1,2-ethylene adipate azelate C(CCCCCCCC(=O)O)(=O)O.C1(CCCCC(=O)OCCO1)=O